8-[4-[4-(4-Chlorophenyl)piperazine-1-sulfonyl]phenyl]-1-propylxanthine ClC1=CC=C(C=C1)N1CCN(CC1)S(=O)(=O)C1=CC=C(C=C1)C1=NC=2NC(N(C(C2N1)=O)CCC)=O